FC(C1(CC1)CCOC1=NNC=C1)(F)F 3-(2-(1-(trifluoromethyl)cyclopropyl)ethoxy)-1H-pyrazole